[IH2+].N1C=NC=C1 imidazole, iodonium salt